FC(OC1=CC=C(C(=O)NCC2=C3C=NNC3=CC=C2C(F)(F)F)C=C1)(F)F 4-(trifluoromethoxy)-N-((5-(trifluoromethyl)-1H-indazol-4-yl)methyl)benzamide